COCC1=NC=NC(=C1C(=O)OCC([C@H](C[C@H]1C(NCC1)=O)NC([C@@H](NC(=O)C=1NC2=CC=CC(=C2C1)OC)CC(C)C)=O)=O)C (3S)-3-({N-[(4-methoxy-1H-indol-2-yl) carbonyl]-L-leucyl}amino)-2-oxo-4-[(3S)-2-oxopyrrolidin-3-yl]butyl 4-(methoxymethyl)-6-methylpyrimidine-5-carboxylate